BrC1=CC=C(C=C1)[C@@H]([C@@H](C(=O)OCC)N[S@@](=O)C(C)(C)C)C=C ethyl (2S,3S)-3-(4-bromophenyl)-2-(((S)-tert-butylsulfinyl)amino)pent-4-enoate